ClC=CCCl 1,3-Dichloropropen